FC1(CCN(CC1)C(=O)C=1C=C2C(=NC1)NC=C2)F 5-(4,4-difluoropiperidine-1-carbonyl)-1H-pyrrolo[2,3-b]pyridin